BrC=1C=CC(=C(C1)C=1NC(=C(N1)C)C)O 2-(5-bromo-2-hydroxyphenyl)-4,5-dimethylimidazole